(R)-2-((6-methoxy-4-((1-(2-methyl-3-(trifluoromethyl)phenyl)ethyl)amino)quinazolin-2-yl)amino)ethanol COC=1C=C2C(=NC(=NC2=CC1)NCCO)N[C@H](C)C1=C(C(=CC=C1)C(F)(F)F)C